europium terbium [Tb].[Eu]